N-(4-(7-((1-ethylpiperidin-4-yl)methoxy)-6-methoxyquinazolin-4-yl)phenyl)-3-phenylpropionamide C(C)N1CCC(CC1)COC1=C(C=C2C(=NC=NC2=C1)C1=CC=C(C=C1)NC(CCC1=CC=CC=C1)=O)OC